tert-butyl 2-bromo-7-(1-isopropyl-1H-pyrazol-4-yl)-5H-pyrrolo[2,3-b]pyrazine-5-carboxylate BrC=1N=C2C(=NC1)N(C=C2C=2C=NN(C2)C(C)C)C(=O)OC(C)(C)C